2-(3-fluoro-4-methoxybenzeneOxy)maleic acid dimethyl ester COC(\C(=C/C(=O)OC)\OC1=CC(=C(C=C1)OC)F)=O